C1(CC1)C1=CC(=CC(=N1)N1C(C2=CC(=CC(=C2C1)C(F)(F)F)[C@H](C)NCC1(CCC1)O)=O)C1=C(C=CC=C1)C1=NN=CN1C 2-{6-Cyclopropyl-4-[2-(4-methyl-1,2,4-triazol-3-yl)phenyl]pyridin-2-yl}-6-[(1S)-1-{[(1-hydroxycyclobutyl)methyl]amino}ethyl]-4-(trifluoromethyl)-3H-isoindol-1-one